O=C1NC(CCC1C1=NN(C2=CC(=CC=C12)OCC(=O)NCC1=CN=CN1C)C)=O 2-((3-(2,6-dioxopiperidin-3-yl)-1-methyl-1H-indazol-6-yl)oxy)-N-((1-methyl-1H-imidazol-5-yl)methyl)acetamide